3-[(allyloxy)methyl]-3-ethoxycyclopentane C(C=C)OCC1(CCCC1)OCC